NC1=C2N=CN(C2=NC=N1)C[C@@H](C)OCP1(OCC(CO1)CCC(=O)OC(C)(C)C)=O (R)-tert-butyl 3-(2-(((1-(6-amino-9H-purin-9-yl)propan-2-yl)oxy)methyl)-2-oxo-1,3,2-dioxaphosphinan-5-yl)propanoate